BrC1=C2C(=NNC2=CC=C1S(=O)(=O)N(C)CC1=CC=C(C=C1)OC)C1CC1 4-bromo-3-cyclopropyl-N-[(4-methoxyphenyl)methyl]-N-methyl-1H-indazole-5-sulfonamide